CN1N=CC2=CC(=C(C=C12)[N+](=O)[O-])C1=CC(=NC=C1)C 1-Methyl-5-(2-methyl-4-pyridinyl)-6-nitro-indazole